C[C@H]1CCCCN1 (3R,6S)-6-methylpiperidine